C[C@@H]1NCC[C@H](C1)OC=1SC2=C(N1)SC(=N2)C=2N=CC(=C1C2NC=C1)C=1C=NNC1 7-(5-{[(2S,4R)-2-methylpiperidin-4-yl]oxy}[1,3]thiazolo[5,4-d][1,3]thiazol-2-yl)-4-(1H-pyrazol-4-yl)-1H-pyrrolo[2,3-c]pyridine